ClC(C(S(=O)N)(F)F)(F)F 2-chloro-1,1,2,2-tetrafluoroethane-1-sulfinamide